O(C#N)C1=CC(=CC2=CC(=CC=C12)OC#N)OC#N 1,3,6-tricyanatonaphthalene